ClC=1C=CC2=C(C[C@](O2)(C(=O)NC23CC(C2)(C3)NC(COC3=CC(=C(C=C3)Cl)F)=O)C)C1 (2S)-5-chloro-N-{3-[2-(4-chloro-3-fluorophenoxy)acetamido]bicyclo[1.1.1]pent-1-yl}-2-methyl-2,3-dihydro-1-benzofuran-2-carboxamide